IC1=CC=C(C=C1)C(CC(C(=O)OCC)=O)=O ethyl 4-(4-iodophenyl)-2,4-dioxobutyrate